C(C)(C)(C)[Si](OCCCC1=NC(=CC=C1CO)C(F)(F)F)(C)C [2-[3-[tert-butyl-(dimethyl)silyl]oxypropyl]-6-(trifluoromethyl)-3-pyridinyl]methanol